O=C1NC2=CC(=CC=C2C1=O)C(=O)O 2,3-diketoindoline-6-carboxylic acid